(E)-N,N-dimethyl-N'-(1-trityl-1H-imidazol-2-yl)formimidamide CN(\C=N\C=1N(C=CN1)C(C1=CC=CC=C1)(C1=CC=CC=C1)C1=CC=CC=C1)C